1-NITRO-3-AZETIDINECARBOXYLIC ACID [N+](=O)([O-])N1CC(C1)C(=O)O